1-(2-methoxyethyl)-2-methylpyrazolium COCC[N+]=1N(C=CC1)C